methyl 5-chloro-2-(piperidin-4-ylamino)isonicotinate hydrochloride Cl.ClC1=CN=C(C=C1C(=O)OC)NC1CCNCC1